(R)-1-(6-chloro-1-(2,2,2-trifluoroethoxy)-2,7-naphthyridin-4-yl)-1-cyclopropylethan-1-ol ClC=1C=C2C(=CN=C(C2=CN1)OCC(F)(F)F)[C@](C)(O)C1CC1